spiro[bicyclo[3.2.1]octane-8,1'-pyrrolidin]-8-ium chloride [Cl-].[N+]12(CCCC1)C1CCCC2CC1